(R)-1-((1-(((4-(3-hydroxy-3-methylpiperidin-1-yl)-6-(3-hydroxy-8-iodo-1-naphthoyl)-6,7-dihydro-5H-pyrrolo[3,4-d]pyrimidin-2-yl)oxy)methyl)cyclopropyl)methyl)piperidine-4-carbonitrile O[C@]1(CN(CCC1)C=1C2=C(N=C(N1)OCC1(CC1)CN1CCC(CC1)C#N)CN(C2)C(=O)C2=CC(=CC1=CC=CC(=C21)I)O)C